2-(2-(3-((4-(dimethylphosphoryl)-2-methoxyphenyl)amino)prop-1-yn-1-yl)-7-(((3S,4R)-3-fluoro-1-methylpiperidin-4-yl)amino)benzo[b]thiophen-3-yl)acrylonitrile CP(=O)(C)C1=CC(=C(C=C1)NCC#CC1=C(C2=C(S1)C(=CC=C2)N[C@H]2[C@H](CN(CC2)C)F)C(C#N)=C)OC